C(C)C1=CC=C(C=N1)CN1N=C2C3=C(CCC2=C1)OC(=C3C)C(=O)OCC ethyl 2-[(6-ethylpyridin-3-yl)methyl]-8-methyl-4,5-dihydro-2H-furo[2,3-g]indazole-7-carboxylate